(4-[tri(isopropyl)silyl]-tetrafluorophenyl)gallium C(C)(C)[Si](C1=C(C(=C(C(=C1F)F)[Ga])F)F)(C(C)C)C(C)C